3-(6-(1-methylpiperidine-4-carboxamido)-1H-pyrrolo[2,3-b]pyridin-3-yl)cyclobutane-1-carboxylic Acid CN1CCC(CC1)C(=O)NC1=CC=C2C(=N1)NC=C2C2CC(C2)C(=O)O